rel-(2S,5R)-7-oxo-6-oxa-8,14,20,22,25-pentaazatetracyclo[19.2.2.1^{2,5}.1^{15,19}]heptacosa-1(23),15,17,19(26),21,24-hexaene-16-sulfonamide O=C1O[C@@H]2CC[C@H](C3=CN=C(NC=4C=CC(=C(NCCCCCN1)C4)S(=O)(=O)N)N=C3)C2 |o1:3,6|